3-(1-methyl-7-((1-(1-methyl-3-(trifluoromethyl)-1H-pyrazole-4-carbonyl)-piperidin-4-yl)oxy)-1H-indazol-3-yl)piperidine-2,6-dione CN1N=C(C2=CC=CC(=C12)OC1CCN(CC1)C(=O)C=1C(=NN(C1)C)C(F)(F)F)C1C(NC(CC1)=O)=O